CC1(NC(CC(C1)OC(CCCCCCCCC(=O)OC1CC(NC(C1)(C)C)(C)C)=O)(C)C)C sebacic acid bis(2,2,6,6-tetramethyl-4-piperidinyl) ester